1-bromo-2-fluoro-4-(trifluoro-methyl)-benzene BrC1=C(C=C(C=C1)C(F)(F)F)F